1-(((Z)-hex-3-en-1-yl)oxy)-2-methylundec-1-en C(C\C=C/CC)OC=C(CCCCCCCCC)C